octyl phosphate octylamine salt C(CCCCCCC)N.P(=O)(OCCCCCCCC)(O)O